methoxymethane COC